11-chloro-3-(pyrimidin-2-yl)-10-(trifluoromethyl)-3,4-dihydro-2H,6H-[1,4]thiazepino[2,3,4-ij]quinazoline-6,8(7H)-dione ClC1=C(C=C2C(NC(N3C2=C1SCC(C3)C3=NC=CC=N3)=O)=O)C(F)(F)F